C1(CC1)CN1C(N(C(C2=CC(=CC=C12)S(NC1(CC1)C)(=O)=O)=O)C1CCN(CC1)C(=O)OC(C)(C)C)=O tert-butyl 4-[1-(cyclopropylmethyl)-6-[(1-methylcyclopropyl)sulfamoyl]-2,4-dioxo-quinazolin-3-yl]piperidine-1-carboxylate